Tert-Butyl Methyl(1-(5-(2-((4-(trifluoromethyl)phenyl)amino)phenyl)-1,3,4-oxadiazol-2-yl)ethyl)carbamate CN(C(OC(C)(C)C)=O)C(C)C=1OC(=NN1)C1=C(C=CC=C1)NC1=CC=C(C=C1)C(F)(F)F